ClCC(C(=O)O)=O CHLORO-PYRUVIC ACID